7-Bromo-2-ethyl-5-(trifluoromethyl)-1,2,3,4-tetrahydroisoquinoline BrC1=CC(=C2CCN(CC2=C1)CC)C(F)(F)F